(1R,2S)-2-Cyanocyclohexyl-(8-chloro-7-fluoro-6-(8-methyl-2,3-dihydro-1H-pyrido[2,3-b][1,4]oxazin-7-yl)isochinolin-3-yl)carbamat C(#N)[C@@H]1[C@@H](CCCC1)N(C([O-])=O)C=1N=CC2=C(C(=C(C=C2C1)C1=C(C2=C(OCCN2)N=C1)C)F)Cl